urea, samarium salt [Sm].NC(=O)N